16-Methylhexatriacontane CC(CCCCCCCCCCCCCCC)CCCCCCCCCCCCCCCCCCCC